BrC=1C=C2C=NC(=NC2=CC1)NC1CCC(CC1)N(C)CCOC (1r,4r)-N1-(6-bromoquinazolin-2-yl)-N4-(2-methoxyethyl)-N4-methylcyclohexane-1,4-diamine